C12CCC(CC1)C2.[O] oxygen bicyclo[2.2.1]heptan